N1C(CNCC1)CN1CCOCC1 4-(piperazin-2-ylmethyl)morpholine